C(C)NC(=O)NC1=C(C=C(C=C1)C1=CSC2=C1N=C(N=C2)NC2=CC=C(C=C2)N2CCOCC2)OC(F)(F)F 1-ethyl-3-(4-(2-(4-morpholinophenylamino)thieno[3,2-d]pyrimidin-7-yl)-2-(trifluoromethoxy)phenyl)urea